Cl.C(C1=CC=CC=C1)ON=C(C)C1=CC=C(C=C1)C1=NOC(=N1)[C@H]1CNCC1 (R)-1-(4-(5-(pyrrolidin-3-yl)-1,2,4-oxadiazol-3-yl)phenyl)ethan-1-one O-benzyl oxime hydrochloride